2-((5-fluoro-4-(3-(3-hydroxy-1-methyl-2-oxopyrrolidin-3-yl)phenyl)thiazol-2-yl)carbamoyl)benzoic acid FC1=C(N=C(S1)NC(=O)C1=C(C(=O)O)C=CC=C1)C1=CC(=CC=C1)C1(C(N(CC1)C)=O)O